Ethyl 1-((3-cyanobicyclo[1.1.1]pentan-1-yl)methyl)-1H-1,2,3-triazole-5-carboxylate C(#N)C12CC(C1)(C2)CN2N=NC=C2C(=O)OCC